N-(4-methyl-3-(2-(methylsulfonamido)-8,9-dihydroimidazo[1',2':1,6]pyrido[2,3-d]pyrimidin-6-yl)phenyl)-4-(trifluoromethyl)picolinamide CC1=C(C=C(C=C1)NC(C1=NC=CC(=C1)C(F)(F)F)=O)C1=CC2=C(N=C(N=C2)NS(=O)(=O)C)N2C1=NCC2